1-(5-(4-(1H-tetrazol-5-yl)-2-(trifluoromethyl)benzyl)octahydro-pyrrolo[3,4-c]pyrrole-2-carbonyl)-4-chloro-1H-pyrazole-3-carboxylic acid N1N=NN=C1C1=CC(=C(CN2CC3C(C2)CN(C3)C(=O)N3N=C(C(=C3)Cl)C(=O)O)C=C1)C(F)(F)F